ClS(=O)(=O)C1=CC2=C(C=N1)C=NN2C(=O)OC(C)(C)C tert-butyl 6-(chlorosulfonyl)-1H-pyrazolo[4,3-c]pyridine-1-carboxylate